BrC=1C=C2C(=C(C(N(C2=CC1O[C@H]1COCC1)C)=O)C(=O)N)N1CCC(CC1)C=1OC2=C(N1)C=C(C=C2)C |r| 6-bromo-1-methyl-4-[4-(5-methyl-1,3-benzoxazol-2-yl)piperidin-1-yl]-2-oxo-7-{[(3RS)-oxolan-3-yl]oxy}-1,2-dihydroquinoline-3-carboxamide